7-(cyclopentyloxy)-2-(1-methyl-2-oxabicyclo[2.1.1]hex-4-yl)imidazo[1,2-a]pyridine-6-carboxylic acid phenyl ester C1(=CC=CC=C1)OC(=O)C=1C(=CC=2N(C1)C=C(N2)C21COC(C2)(C1)C)OC1CCCC1